N-((1R,4R)-4-(((2-((5-chloro-1-(2-hydroxyethyl)-1H-pyrazol-4-yl)amino)-5-fluoropyrimidin-4-yl)oxy)methyl)cyclohexyl)acetamide ClC1=C(C=NN1CCO)NC1=NC=C(C(=N1)OCC1CCC(CC1)NC(C)=O)F